(E)-N-((1,2,3,5,6,7-hexahydro-s-indacen-4-yl)carbamoyl)-2-(2-methyl-1-(2-(methylthio)ethyl)azetidin-2-yl)ethene-1-sulfonamide C1CCC2=C(C=3CCCC3C=C12)NC(=O)NS(=O)(=O)\C=C\C1(N(CC1)CCSC)C